OC1=C(C(=O)C2=CC=CC=C2)C=CC(=C1)O L-2,4-dihydroxybenzophenone